5-chloro-2-([[1-(oxan-2-yl)ethyl]amino]methyl)-7,8-dihydro-6H-spiro[[1,3]oxazolo[5,4-f]quinazoline-9,1'-cyclohexane]-7-one ClC=1C=C2C(=C3C1NC(NC31CCCCC1)=O)OC(=N2)CNC(C)C2OCCCC2